3-oxo-8-Thia-2-azaspiro[4.5]decane-2-carboxylate O=C1N(CC2(C1)CCSCC2)C(=O)[O-]